2-chloro-4-nitrophenyl 2-azido-2-deoxy-β-D-galactopyranoside N(=[N+]=[N-])[C@H]1[C@H](OC2=C(C=C(C=C2)[N+](=O)[O-])Cl)O[C@@H]([C@@H]([C@@H]1O)O)CO